Tri(2,5-dimethyl-3-hexyl) citrate C(CC(O)(C(=O)OC(C(C)C)CC(C)C)CC(=O)OC(C(C)C)CC(C)C)(=O)OC(C(C)C)CC(C)C